N-fluorenylcarbonyl-D-cysteine C1(=CC=CC=2C3=CC=CC=C3CC12)C(=O)N[C@H](CS)C(=O)O